ClC1=C2N=CN(C2=NC(=N1)N)CCC1=CC=C(C=C1)OC 6-chloro-9-[(4-methoxybenzyl)methyl]purin-2-ylamine